cobalt oxysulfide O=S.[Co]